3-[5-fluoro-6-(3-methoxy-4-methyl-phenoxy)-2-pyridyl]-1,3-diazaspiro[4.4]nonane-2,4-dione FC=1C=CC(=NC1OC1=CC(=C(C=C1)C)OC)N1C(NC2(C1=O)CCCC2)=O